γ-acryloylpropylmethyl-dimethoxysilane C(C=C)(=O)CCC[Si](OC)(OC)C